ClC1=NC=CC(=N1)OC1=CC=C(C=C1)Cl 2-chloro-4-(4-chloro-phenoxy)-pyrimidine